4-(benzyloxycarbonylamino)-3-((2-(trimethylsilyl)ethoxy)carbonylamino)piperidine-1-carboxylic acid tert-butyl ester C(C)(C)(C)OC(=O)N1CC(C(CC1)NC(=O)OCC1=CC=CC=C1)NC(=O)OCC[Si](C)(C)C